C(C1=CC=CC=C1)(C1=CC=CC=C1)(C1=CC=CC=C1)C1CN2C(O1)=C(C=N2)S(=O)(N)=N trityl-2,3-dihydropyrazolo[5,1-b]oxazole-7-sulfonimidamide